5-bromo-1-(cyclopropylmethyl)indolin-2-one BrC=1C=C2CC(N(C2=CC1)CC1CC1)=O